NC1=NC=CC(=C1C1=CC=C(C=C1)Cl)C=1C=NN(C1)[C@H](C(=O)N)C1=CC=C(C=C1)C(F)(F)F (S)-{4-[2-amino-3-(p-chlorophenyl)-4-pyridinyl]-1H-pyrazol-1-yl}[p-(trifluoromethyl)phenyl]acetamide